(9Z)-12,13-dihydroxy-octadecene OC(CCCCCCCCCC=C)C(CCCCC)O